BrC=1C=C2COC3(CCN(CC3)C(C)C)C2=CC1 5-bromo-1'-isopropyl-3H-spiro[isobenzofuran-1,4'-piperidine]